1,6-bis(2,4-dimethylbenzoylperoxycarbonyloxy)hexane CC1=C(C(=O)OOC(=O)OCCCCCCOC(=O)OOC(C2=C(C=C(C=C2)C)C)=O)C=CC(=C1)C